O1CCN(CC1)C=1C2=C(N=C(N1)N1N=CC(=C1)C=1C=C(C=CC1)C)C=C(O2)C2=CC=NC=C2 4-morpholino-2-[4-(m-tolyl)pyrazol-1-yl]-6-(4-pyridyl)furo[3,2-d]pyrimidine